BrCC(=O)C1=C(C(=NC=C1)CO[Si](C)(C)C(C)(C)C)F 2-Bromo-1-(2-(((tert-butyldimethylsilyl)oxy)methyl)-3-fluoropyridin-4-yl)ethan-1-one